N-[6-[4-[(2S)-2-Aminopropyl]piperazin-1-yl]-2,2-dimethyl-3H-benzofuran-5-yl]pyrazolo[1,5-a]pyrimidine-3-carboxamide N[C@H](CN1CCN(CC1)C1=CC2=C(CC(O2)(C)C)C=C1NC(=O)C=1C=NN2C1N=CC=C2)C